6-[4-(fluoromethyl)phenyl]-2-(3-fluorophenyl)-3-oxo-2,3-dihydropyridazine-4-carboxylic acid FCC1=CC=C(C=C1)C=1C=C(C(N(N1)C1=CC(=CC=C1)F)=O)C(=O)O